2,5-Di-tert-butyl-1,4-benzoquinone C(C)(C)(C)C=1C(C=C(C(C1)=O)C(C)(C)C)=O